C1(CC1)C1=CNC=2N=CN=C(C21)N2CCN(CC2)C(=O)OC(C)(C)C tert-butyl 4-(5-cyclopropyl-7H-pyrrolo[2,3-d]pyrimidin-4-yl)piperazine-1-carboxylate